2-methylthio-4-ethylamino-6-tertbutylamino-1,3,5-triazine CSC1=NC(=NC(=N1)NCC)NC(C)(C)C